4-(2-chlorophenyl)-3-fluoro-2-phenyl-5H-indeno[1,2-b]pyridine ClC1=C(C=CC=C1)C1=C2C(=NC(=C1F)C1=CC=CC=C1)C1=CC=CC=C1C2